diisopropoxymonoethyl-aluminum acetate C(C)(=O)O.C(C)(C)O[Al](CC)OC(C)C